FC1=C(C=C(C=C1)C(CC(C)(C)C)(C)C)C1=CC=CC=C1 fluoro-5-(1,1,3,3-tetramethylbutyl)-[1,1'-biphenyl]